BrC=1N(N=C2C1CN(CC2)C(=O)OC(C)(C)C)C2=C(C=CC=C2C)OCC(C)C tert-butyl 3-bromo-2-(2-isobutoxy-6-methylphenyl)-2,4,6,7-tetrahydro-5H-pyrazolo[4,3-c]pyridine-5-carboxylate